ClC1=CC=C(COC2=NN=C(S2)NC(C2=CC=NC=C2)=O)C=C1 N-(5-((4-chlorobenzyl)oxy)-1,3,4-thiadiazol-2-yl)isonicotinamide